(3-mercaptopropyl)trimethoxysilane methyl-1H-pyrazolLauryl-Tricosylate CC(C(=O)O)(CCCCCCCCCCCCCCCCCCCCC)CCCCCCCCCCCCC1=NNC=C1.SCCC[Si](OC)(OC)OC